C(C)(=O)C1CC(C1)[C@H](C=1C=C(C=CC1)N1C(C2=CC(=CC(=C2C1)C(F)(F)F)CNC1(CCC1)C)=O)C1=NN=CN1C 2-(3-((R)-((1s,3S)-3-acetylcyclobutyl)(4-methyl-4H-1,2,4-triazol-3-yl)methyl)-phenyl)-6-(((1-methylcyclobutyl)amino)methyl)-4-(trifluoromethyl)isoindolin-1-one